7-bromo-2-(3-cyclopropyl-1H-pyrazol-4-yl)quinoxaline BrC1=CC=C2N=CC(=NC2=C1)C=1C(=NNC1)C1CC1